N[C@H](C(=O)N1[C@@H](C[C@H](C1)O)C(=O)N[C@@H](C)C1=CC=C(C=C1)C1=C(N=CS1)C)C(C)(SC(C1=CC=CC=C1)(C1=CC=CC=C1)C1=CC=CC=C1)C (2S,4R)-1-[(2R)-2-amino-3-methyl-3-tritylsulfanyl-butanoyl]-4-hydroxy-N-[(1S)-1-[4-(4-methylthiazol-5-yl)phenyl]ethyl]pyrrolidine-2-carboxamide